QUINOXALINE-6-CARBALDEHYDE N1=CC=NC2=CC(=CC=C12)C=O